C1=CC=CC=2SC3=CC=CC=C3N(C12)CCCCS(=O)(=O)O 4-(10H-phenothiazin-10-yl)butane-1-sulfonic acid